C1(CCCCC1)CCC1CCC(CC1)C1=CC=CC=C1 1-cyclohexyl-2-(4-phenyl-cyclohexyl)ethane